N=1N(N=CC1)C=1C=CC(=NC1)CNC(OC(C)(C)C)=O tert-butyl ((5-(2H-1,2,3-triazol-2-yl)pyridin-2-yl)methyl)carbamate